ClC1=CC=C(C=C1)[C@H](C(F)(F)F)N(S(=O)(=O)C1=CN(C(C(=C1F)C)=O)C)CC (R)-N-(1-(4-chlorophenyl)-2,2,2-trifluoroethyl)-N-ethyl-4-fluoro-1,5-dimethyl-6-oxo-1,6-dihydropyridine-3-sulfonamide